6-(4-Chloro-1-(4-(2-ethoxypyrimidin-6-yl)benzyl)-1H-indazol-7-carboxamido)spiro[3.3]-heptan ClC1=C2C=NN(C2=C(C=C1)C(=O)NC1CC2(CCC2)C1)CC1=CC=C(C=C1)C1=CC=NC(=N1)OCC